2-(2'-hydroxy-5'-methacryloylpropyl-3'-tert-butylphenyl)-5-methoxy-2H-benzotriazole OC1=C(C=C(C=C1C(C)(C)C)CCCC(C(=C)C)=O)N1N=C2C(=N1)C=CC(=C2)OC